OCC1=NC=C(C2=CC=CC=C12)C1=NN(C(=C1C(F)(F)F)C(=O)NC1=CC(=NC=C1)C(F)(F)F)C 3-(1-(hydroxymethyl)isoquinolin-4-yl)-1-methyl-4-(trifluoromethyl)-N-(2-(trifluoromethyl)pyridin-4-yl)-1H-pyrazole-5-carboxamide